Vinylmethoxy-dilauryloxysilan C(=C)CO[SiH](OCCCCCCCCCCCC)OCCCCCCCCCCCC